CN1CCC(CC1)CNC(=O)[C@@H]1CN(CC(C1)(F)F)C1=C2C=CC=NC2=C(C=C1)C#N (S)-1-(8-Cyano-quinolin-5-yl)-5,5-difluoro-piperidine-3-carboxylic acid (1-methyl-piperidin-4-ylmethyl)-amide